benzoic acid, hydroxybenzyl ester C(C1=CC=CC=C1)(=O)OC(C1=CC=CC=C1)O